(2S,3R,4S)-2-[(2,3'-difluoro[1,1'-biphenyl]-3-yl)methyl]-3-[(dimethylsulfamoyl)amino]-4-fluoro-N,N-dimethylpyrrolidine-1-carboxamide FC1=C(C=CC=C1C[C@@H]1N(C[C@@H]([C@@H]1NS(N(C)C)(=O)=O)F)C(=O)N(C)C)C1=CC(=CC=C1)F